N1C(N=CC2=CC=CC=C12)C(=O)[O-] dihydroquinazolinate